1-azacycloheptadec-8-ene N1CCCCCCC=CCCCCCCCC1